CC1=NC(=NC(=N1)OC)NC(=O)NS(=O)(=O)C2=CC=CC=C2C(=O)OC The molecule is a N-sulfonylurea in which the sulfonyl group is attached to a 2-(methoxycarbonyl)phenyl group while a (4-methoxy-6-methyl-1,3,5-triazin-2-yl group replaces one of the amino hydrogens of the remaining urea group. It has a role as a herbicide, an environmental contaminant and a xenobiotic. It is a member of 1,3,5-triazines, a benzoate ester and a N-sulfonylurea.